2-(7-((2S,5R)-4-(1-(2-chloro-3-fluoropyrazolo[1,5-a]pyrimidin-5-yl)ethyl)-5-ethyl-2-methylpiperazin-1-yl)-4-methyl-5-oxo-4,5-dihydro-2H-pyrazolo[4,3-b]pyridin-2-yl)acetonitrile ClC1=NN2C(N=C(C=C2)C(C)N2C[C@@H](N(C[C@H]2CC)C=2C=3C(N(C(C2)=O)C)=CN(N3)CC#N)C)=C1F